3-(3,5-Dimethoxyphenyl)-8-[(3-hydroxypyrrolidin-1-yl)carbonyl]-1-methyl-1,3,4,7-tetrahydro-2H-pyrrolo[3',2':5,6]pyrido[4,3-d]pyrimidin-2-one COC=1C=C(C=C(C1)OC)N1C(N(C2=C(C1)C=NC1=C2C=C(N1)C(=O)N1CC(CC1)O)C)=O